N-(1-benzyl-4-(cyclopropylethynyl)piperidin-4-yl)-2-methylpropane-2-sulfinamide C(C1=CC=CC=C1)N1CCC(CC1)(C#CC1CC1)NS(=O)C(C)(C)C